3-(1-(4-fluoro-2-(1-hydroxyethyl)phenyl)-1H-pyrazole-5-carbonyl)-1-methyl-1H-pyrazole FC1=CC(=C(C=C1)N1N=CC=C1C(=O)C1=NN(C=C1)C)C(C)O